ClC1=C(C=CC(=C1)Cl)[C@@H](C)C=1N(N=C2C1N=C(N=C2N)N2CC(C2)[C@@H]2CNCCC2)C [(1R)-1-(2,4-dichlorophenyl)ethyl]-2-methyl-5-{3-[(3R)-piperidin-3-yl]azetidin-1-yl}pyrazolo[4,3-d]pyrimidin-7-amine